ClC=1C=C(C=C(C1)Cl)C1=NC(=CC(=C1)CN1CCC(CC1)CC(=O)O)OC=1C=NC(=NC1)N1CCN(CC1)CCC1(CC1)O 2-(1-((2-(3,5-dichlorophenyl)-6-((2-(4-(2-(1-hydroxycyclopropyl)ethyl)piperazin-1-yl)pyrimidin-5-yl)oxy)pyridin-4-yl)methyl)piperidin-4-yl)acetic acid